N-{bicyclo[1.1.1]Pent-1-yl}-N-({4-[(1S,3S)-3-butyl-6-methoxy-2-(prop-2-ynoyl)-1,2,3,4-tetrahydroisoquinolin-1-yl]Phenyl}methyl)carbamic acid tert-butyl ester C(C)(C)(C)OC(N(CC1=CC=C(C=C1)[C@@H]1N([C@H](CC2=CC(=CC=C12)OC)CCCC)C(C#C)=O)C12CC(C1)C2)=O